C(CCCCCCC\C=C/C\C=C/CCCCC)OC(CCCCCCCC(=O)OCCN(C)C)C(CCCCCCCC)OCCCCCCCC\C=C/C\C=C/CCCCC 2-(dimethylamino)ethyl (±)-syn-9,10-dilinoleoxystearate